4-amino-N-cyclopropyl-7-(trifluoromethyl)-N-((5-(trifluoromethyl)pyridin-2-yl)methyl)imidazo[1,5-a]quinoxaline-8-formamide NC=1C=2N(C3=CC(=C(C=C3N1)C(F)(F)F)C(=O)N(CC1=NC=C(C=C1)C(F)(F)F)C1CC1)C=NC2